CN1N=C2C(=CC(=CC2=C1)NC(=O)C=1C=CC(=C2C1N=C(S2)OC)N2C[C@@H](N[C@H](C2)C)C)C N-(2,7-dimethylindazol-5-yl)-7-[(3S,5S)-3,5-dimethylpiperazin-1-yl]-2-methoxy-1,3-benzothiazole-4-carboxamide